NCC1CCC(CC1)C(N[C@@H](C(NCCCC[C@H](NC(N[C@@H](CCC(=O)OC(C)(C)C)C(=O)OC(C)(C)C)=O)C(=O)OC(C)(C)C)=O)CC1=CSC2=C1C=C(C=C2)Cl)=O tri-tert-butyl (3R,10S,14S)-1-[(1r,4S)-4-(aminomethyl)cyclohexyl]-3-[(5-chloro-1-benzothiophen-3-yl)methyl]-1,4,12-trioxo-2,5,11,13-tetraazahexadecane-10,14,16-tricarboxylate